tertbutyl 2-[[tert-butyl(diphenyl)silyl]oxymethyl]-3-isopropyl-6-[6-[methyl(spiro[2.3]hexan-5-yl)amino]-2-pyridyl]-3,4-dihydro-2H-pyridine-1-carboxylate [Si](C1=CC=CC=C1)(C1=CC=CC=C1)(C(C)(C)C)OCC1N(C(=CCC1C(C)C)C1=NC(=CC=C1)N(C1CC2(CC2)C1)C)C(=O)OC(C)(C)C